(S)-N-[N-[1-[[(2,2-dimethyl-1,3-dioxolan-4-yl)methoxy]carbonyl]-2-phenylethyl]-L-phenylalanyl]-β-alanine CC1(OCC(O1)COC(=O)C(CC1=CC=CC=C1)N[C@@H](CC1=CC=CC=C1)C(=O)NCCC(=O)O)C